6-(6-fluoro-4-methoxy-2-pyridyl)-5-methyl-2-pyrazol-1-yl-7,8-dihydro-5H-pyrido[4,3-d]pyrimidine FC1=CC(=CC(=N1)N1C(C2=C(N=C(N=C2)N2N=CC=C2)CC1)C)OC